CO[C@@H]1CO[C@H]2[C@@H]1OC[C@H]2OC2=CC=C(C=C2)C=2N(C(C(=CN2)NC(=O)C=2SC(=CC2)C2=CC=CC=C2)=O)CC(=O)OC methyl 2-(2-(4-(((3R,3aR,6R,6aR)-6-methoxyhexahydrofuro[3,2-b]furan-3-yl)oxy)phenyl)-6-oxo-5-(5-phenylthiophene-2-carboxamido)pyrimidin-1(6H)-yl)acetate